C(C1=CC=CC=C1)C1=C(C(=O)N)C=CC(=C1F)C=1C2=C(NN1)CN(C2)C#N benzyl-4-(5-cyano-1,4,5,6-tetrahydropyrrolo[3,4-c]pyrazol-3-yl)-3-fluorobenzamide